[N+](=O)([O-])C1=C(C=CC(=C1)[N+](=O)[O-])S(=O)[O-] 2,4-dinitrophenylsulphinate